N12CCC(C(CC1)CC2)OC(NC(C)(C)C2=CC=C(C=C2)C2=CC=C(C=C2)OCC2(COC2)C)=O (2-(4'-((3-methyloxetan-3-yl)methoxy)-[1,1'-biphenyl]-4-yl)propan-2-yl)carbamic acid 1-azabicyclo[3.2.2]non-4-yl ester